C(#C)C1(CCN(CC1)C1=CC(=CC=C1)F)O 4-ethynyl-1-(3-fluorophenyl)piperidin-4-ol